4-amino-5-(hept-1,5-diyn-1-yl)pyrimidin-2(1H)-one NC1=NC(NC=C1C#CCCC#CC)=O